CN(C1=CC=C(C=N1)C1=CC=C(C=C1)C=1SC2=C(N1)C=CC(=C2)N(C(OC(C)(C)C)=O)CCOCCOCCOCCOCCO)C tert-butyl N-[2-[4-[6-(dimethylamino)pyridin-3-yl]phenyl]-1,3-benzothiazol-6-yl]-N-[2-[2-[2-[2-(2-hydroxyethyloxy)ethoxy]ethoxy]ethoxy]-ethyl]carbamate